CN1CCN(CC1)C(=O)N 4-methylpiperazine-1-carboxamide